oleic acid-13C18 [13C]([13CH2][13CH2][13CH2][13CH2][13CH2][13CH2][13CH2]\[13CH]=[13CH]/[13CH2][13CH2][13CH2][13CH2][13CH2][13CH2][13CH2][13CH3])(=O)O